ClC=1C(=C(C(=C(C=O)C1)OC)F)CO 5-chloro-3-fluoro-4-(hydroxymethyl)-2-methoxybenzaldehyde